ClC=1C=2N(C(=CC1)C1=CC=CC=C1)N=CC2C(=O)N2CC(CCC2)COC2=C(C=CC=C2)C (4-Chloro-7-phenylpyrazolo[1,5-a]pyridin-3-yl)(3-((o-tolyloxy)methyl)piperidin-1-yl)methanone